4-(3,4,5-trifluorophenyl)dihydro-2H-pyran-2,6(3H)-dione FC=1C=C(C=C(C1F)F)C1CC(OC(C1)=O)=O